3-(5-(4'-(acetamido-methyl)-[1,1'-biphenyl]-4-yl)-6-chloro-1H-indazol-3-yl)propanoic acid C(C)(=O)NCC1=CC=C(C=C1)C1=CC=C(C=C1)C=1C=C2C(=NNC2=CC1Cl)CCC(=O)O